C(C=C)(=O)OCCC[N+](C)(C)C 3-(Acryloyloxy)-N,N,N-Trimethylpropan-1-aminium